butan-4-amine CCCCN